D-mannopyranosyl-(1→6) 2,3,4-tri-oxo-benzyl-alpha-D-galactopyranoside O=C1C(C[C@@]2(OC3[C@@H](O)[C@@H](O)[C@H](O)[C@H](O3)CO)[C@H](O)[C@@H](O)[C@@H](O)[C@H](O2)CO)C=CC(C1=O)=O